tert-butyl 4-(2-((5,8-dimethyl-6-oxo-5,6-dihydropyrido[3,2-d]pyrimidin-2-yl)amino)pyridin-4-yl)piperazine-1-carboxylate CN1C(C=C(C=2N=C(N=CC21)NC2=NC=CC(=C2)N2CCN(CC2)C(=O)OC(C)(C)C)C)=O